ethyl 3-propylhex-2-enoate C(CC)C(=CC(=O)OCC)CCC